OCCC(C=CCCO)O (2-hydroxyethyl)pent-2-en-1,5-diol